CC(C)S(=O)(=O)C1=C(C=CC=C1)C=1C(=NC(=NC1)N)N [2-(propane-2-sulfonyl)-phenyl]-pyrimidine-2,4-diamine